t-pentane C(C)(C)CC